ethyl 4-[2-(4-hydroxy-1-methyl-4-piperidyl)ethynyl]-2,6-dimethyl-7-oxo-1H-pyrrolo[2,3-c]pyridine-3-carboxylate OC1(CCN(CC1)C)C#CC=1C2=C(C(N(C1)C)=O)NC(=C2C(=O)OCC)C